N-(3-chloro-3''-fluoro-4-((1S,2S)-2-(4-fluorophenyl)cyclopropyl)-5',6-dimethyl-2-oxo-2H-[1,4':2',4''-terpyridin]-2''-yl)-1-methylcyclopropane-1-carboxamide ClC=1C(N(C(=CC1[C@@H]1[C@H](C1)C1=CC=C(C=C1)F)C)C1=CC(=NC=C1C)C1=C(C(=NC=C1)NC(=O)C1(CC1)C)F)=O